F.F.F.C(C)(C)N(C(C)C)CC N,N-diisopropylethylamine tri-hydrofluoric acid salt